[(phenylpyridineyl)phenyl](diphenyltriazinyl)indolocarbazole C1(=CC=CC=C1)C=1C(=NC=CC1)C1=C(C=CC=C1)C=1C(=C2C(=CC1)N=C1C=CC3=C4C=CC=CC4=NC3=C12)C1=NN=NC(=C1C1=CC=CC=C1)C1=CC=CC=C1